1-(4-amino-1,2,5-oxadiazol-3-yl)-N'-(4-(dimethylamino)benzylidene)-1H-1,2,3-triazole-4-carbohydrazide NC=1C(=NON1)N1N=NC(=C1)C(=O)NN=CC1=CC=C(C=C1)N(C)C